C(C)(C)(C)N1CCC(CC1)OC1=C(C=C(C=C1)N)OC tert-butyl-4-(4-amino-2-methoxyphenoxy)piperidine